FCC1[C@H]2C(N[C@@H]([C@@H]12)COC1=NC=CC2=CC(=C(C=C12)OC)C(=O)N)=O 1-{[(1r,2s,5s)-6-(fluoromethyl)-4-oxo-3-azabicyclo[3.1.0]hex-2-yl]methoxy}-7-methoxyisoquinoline-6-carboxamide